ClC1=CC=C(C=N1)NC1=NC=CC2=CC(=CC=C12)OCC1(CN(C1)C)F N-(6-chloropyridin-3-yl)-6-((3-fluoro-1-methylazetidin-3-yl)methoxy)isoquinolin-1-amine